OCC[C@H](C)NC=1N=CC2=C(C3=C(NC=4C(=CC=CC34)P(C)(C)=O)CCC2)N1 (S)-(2-((4-hydroxybutan-2-yl)amino)-5,6,7,8-tetrahydropyrimido[4',5':3,4]cyclohepta[1,2-b]indol-9-yl)dimethylphosphine oxide